[N-](S(=O)(=O)C(F)(F)F)S(=O)(=O)C(F)(F)F.C(C(=C)C)(=O)OCC[N+](C)(C)C (2-methacryloyloxyethyl)trimethylammonium bis(trifluoromethylsulfonyl)imide salt